ClC=1C(=CC=NC1)C1=CC2=C(N(N=C2C(=C1)F)C)C(C)C 5-chloro-4-(7-fluoro-3-isopropyl-2-methyl-2H-indazol-5-yl)pyridine